2-((1-(7-chloro-4-(1H-imidazol-1-yl)quinolin-2-yl)piperidin-3-yl)amino)-2-oxoethyl acetate C(C)(=O)OCC(=O)NC1CN(CCC1)C1=NC2=CC(=CC=C2C(=C1)N1C=NC=C1)Cl